C1(=CC(=CC=C1)C1=NC(=NC=C1Cl)NC1=C(C=C(C=C1)S(=O)(=O)NC(C)=O)C)C1=CC=CC=C1 N-((4-((4-([1,1'-biphenyl]-3-yl)-5-chloropyrimidin-2-yl)amino)-3-methylphenyl)sulfonyl)acetamide